1-(3-(trifluoromethoxy)benzyl)-1H-indol-5-amine FC(OC=1C=C(CN2C=CC3=CC(=CC=C23)N)C=CC1)(F)F